N1(CCCC2=CC=CC=C12)C(=O)C1=CC=C(C=C1)C1=NOC(C1)(C(F)(F)F)C1=CC=C(C=C1)C (3,4-dihydroquinolin-1(2H)-yl)(4-(5-(p-tolyl)-5-(trifluoromethyl)-4,5-dihydroisoxazol-3-yl)phenyl)methanone